(14S)-8-tert-butyl-12,12-dimethyl-17-phenyl-2λ6-thia-3,9,11,18,23-pentaazatetracyclo[17.3.1.111,14.05,10]tetracosa-1(22),5,7,9,19(23),20-hexaene-2,2,4-trione C(C)(C)(C)C1=CC=C2C(NS(C3=CC=CC(NC(CC[C@H]4CC(N(C2=N1)C4)(C)C)C4=CC=CC=C4)=N3)(=O)=O)=O